FC=1C=C(C=C(C1F)[Si](C)(C)C)B(O)O 3,4-DIFLUORO-5-(TRIMETHYLSILYL)PHENYLBORONIC ACID